6-(4-bromophenyl)-4-methyl-4,6-diazaspiro[2.4]heptane-5,7-dione BrC1=CC=C(C=C1)N1C(N(C2(CC2)C1=O)C)=O